4,6-dichloro-2-vinyl-pyrimidine ClC1=NC(=NC(=C1)Cl)C=C